C(C)(C)(C)OC1=NC(=CC(=C1)C1=CC(=NC=C1)NC(C)=O)Cl N-[4-(2-tert-butoxy-6-chloro-4-pyridinyl)-2-pyridinyl]acetamide